tert-Butyl 4-formyl-2-oxobenzo[cd]indole-1(2H)-carboxylate C(=O)C=1C=C2C3=C(C(N(C3=CC=C2)C(=O)OC(C)(C)C)=O)C1